C1(CC1)C1=NC(=C2C(=NC=NN21)N)I 7-cyclopropyl-5-iodoimidazo[5,1-f][1,2,4]triazine-4-amine